(R)-N-(7-(4-fluorobenzoyl)-8-methyl-3-(3-methyl-1,2,4-thiadiazol-5-yl)-5,6,7,8-tetrahydroimidazo[1,5-a]pyrazin-1-yl)-3-methoxy-N-methylpropanamide FC1=CC=C(C(=O)N2[C@@H](C=3N(CC2)C(=NC3N(C(CCOC)=O)C)C3=NC(=NS3)C)C)C=C1